C([C@H](O)C(C)(C)CO)(=O)O R-pantoic acid